C1(CC1)C=1OC2=C(N1)C=CC(=C2)C(=O)N2CCN(CC2)C=2OC=1C(=NC(=CC1)C)N2 (2-cyclopropyl-1,3-benzoxazol-6-yl)-[4-(5-methyloxazolo[4,5-b]pyridin-2-yl)piperazin-1-yl]methanone